CC(CC(=O)SCCOP(=O)(OCCSC(CC(C)C)=O)C(C1=CC=C2C=CC(=CC2=C1)C(=O)OC1=C(C(=C(C(=C1F)F)F)F)F)(F)F)C perfluorophenyl 7-((bis(2-((3-methylbutanoyl)thio)ethoxy) phosphoryl) difluoromethyl)-2-naphthoate